The molecule is a beta-diketone obtained by formal oxidation of the 2 and 4 hydroxy groups of scyllo-inositol to the corresponding ketones. It has a role as a bacterial metabolite and a marine metabolite. It is a tetrahydroxycyclohexanone and a beta-diketone. It derives from a scyllo-inositol. [C@H]1(C([C@@H](C(=O)C(C1=O)O)O)O)O